3-bromo-1-(2-aminomethyleth-2-yl)-[1,2,4]triazole BrC1=NN(C=N1)C(C)CN